3-(3-(3,5-bis(trifluoromethyl)phenyl)-1H-pyrazol-1-yl)butanoic acid FC(C=1C=C(C=C(C1)C(F)(F)F)C1=NN(C=C1)C(CC(=O)O)C)(F)F